OCCN1N=C(C=C1)CN1CC2=CC=C(C=C2C=N1)S(=O)(=O)C=1C=NC(=CC1)OC 2-((1-(2-hydroxyethyl)-1H-pyrazol-3-yl)methyl)-6-((6-methoxypyridin-3-yl)sulfonyl)phthalazin